CS(=O)(=O)OCCOC1=CC2=C(OC[C@@H](C(N2C)=O)NC(=O)OC(C)(C)C)C=C1 (S)-2-((3-((tert-butoxycarbonyl)amino)-5-methyl-4-oxo-2,3,4,5-tetrahydrobenzo[b][1,4]oxazepin-7-yl)oxy)ethyl methanesulfonate